NC(=O)OCC Urethan